3-(4-(4-(4-(4-Chloro-2,5-difluorophenyl)piperazin-1-yl)piperidin-1-yl)-3-fluorophenyl)piperidine-2,6-dione ClC1=CC(=C(C=C1F)N1CCN(CC1)C1CCN(CC1)C1=C(C=C(C=C1)C1C(NC(CC1)=O)=O)F)F